5-methyl-3H-imidazo[4,5-b]Pyridin-7-amine CC1=CC(=C2C(=N1)NC=N2)N